ClC=CC(F)(F)F 1-Chloro-3,3,3-trifluoropropen